NC1=C(C(=O)NC(C)(C)C)C=C(C=C1)F 2-Amino-N-(tert-butyl)-5-fluorobenzamide